Cl.Cl.ClCCN1CCN(CC1)C1=CC(=CC=C1)C(F)(F)F 1-(2-chloroethyl)-4-[3-(trifluoromethyl)phenyl]piperazine dihydrochloride